[4-(1-cyano-1-methyl-ethyl)phenyl]-2-imidazol-1-yl-5H-pyrrolo[3,2-d]pyrimidine-4-carboxamide C(#N)C(C)(C)C1=CC=C(C=C1)N1C=CC=2N=C(N=C(C21)C(=O)N)N2C=NC=C2